(S)-3-methyl-(2-piperidyl-phenyl)-1-butylamine acetyl-glutamate C(C)(=O)N[C@@H](CCC(=O)O)C(=O)O.CC(CCNC1=C(C=CC=C1)[C@H]1NCCCC1)C